ClC1=CC=C(C=N1)C(C=O)C 2-(6-chloropyridin-3-yl)propanal